2-{(SR)-3-[2-(1-{[3,5-Bis(difluoromethyl)-1H-pyrazol-1-yl]acetyl}piperidin-4-yl)-1,3-thiazol-4-yl]-4,5-dihydro-1,2-oxazol-5-yl}phenylmethanesulfonate FC(C1=NN(C(=C1)C(F)F)CC(=O)N1CCC(CC1)C=1SC=C(N1)C1=NO[C@@H](C1)C1=C(C=CC=C1)CS(=O)(=O)[O-])F |r|